1-(4-fluorophenyl)-2-((5-phenyl-4H-1,2,4-triazol-3-yl)thio)ethan-1-one FC1=CC=C(C=C1)C(CSC1=NN=C(N1)C1=CC=CC=C1)=O